(S)-2-(8-(5-(4,7-diazaspiro[2.5]octan-7-yl)pyrimidin-2-yl)-6,6a,7,8,9,10-hexahydro-5H-pyrazino[1',2':4,5]pyrazino[2,3-c]pyridazin-2-yl)phenol C1CC12NCCN(C2)C=2C=NC(=NC2)N2C[C@H]1N(C=3C(=NN=C(C3)C3=C(C=CC=C3)O)NC1)CC2